N[C@H](C1CCN(CC1)C(C(C(C)O)O)=O)C1=C(C=C(C(=C1)Cl)Cl)O 1-(4-((R)-amino(4,5-dichloro-2-hydroxyphenyl)methyl)piperidin-1-yl)-2,3-dihydroxybutan-1-one